Cl.NCC(=O)N1CSC[C@H]1C#N (R)-3-aminoacetyl-thiazolidine-4-carbonitrile hydrochloride